1-(cyclopropanecarbonyl)-5-methylpyrrolidin C1(CC1)C(=O)N1CCCC1C